C1CC12NCC[C@@H](C2)N2CCC1=C2N=NC(=C1)C=1C(=CC2=C(C(=CC(O2)=O)C)C1)O 6-{7-[(7S)-4-azaspiro[2.5]octan-7-yl]-6,7-dihydro-5H-pyrrolo[2,3-c]pyridazin-3-yl}-7-hydroxy-4-methyl-2H-1-benzopyran-2-one